ClC=1C=C2C(=C(C=NC2=CC1)C1=CCC(CC1)(F)F)NC1=C(C(=O)O)C=CC=C1 2-[[6-chloro-3-(4,4-difluorocyclohexen-1-yl)-4-quinolyl]amino]benzoic acid